tert-butyl (6-amino-4-(trifluoromethyl)pyridin-2-yl)carbamate NC1=CC(=CC(=N1)NC(OC(C)(C)C)=O)C(F)(F)F